methyl 3-methoxy-2-(((trifluoromethyl)sulfonyl)oxy)propanoate COCC(C(=O)OC)OS(=O)(=O)C(F)(F)F